dioxane-3-carbonitrile O1CC(OCC1)C#N